N1=CC=CC2=CC=CC(=C12)NC(CC=CC)=O N-(8-quinolyl)-3-pentenamide